O1C2=C(OC(C1([2H])[2H])([2H])[2H])C=C(C=C2)O[C@H]2[C@@H](CN(CC2)C=2C(=C(C=1N(N2)C(C=C(N1)COC)=O)C)C)F 7-((3R,4R)-4-((2,3-dihydrobenzo[b][1,4]dioxin-6-yl-2,2,3,3-d4)oxy)-3-fluoropiperidin-1-yl)-2-(methoxymethyl)-8,9-dimethyl-4H-pyrimido[1,2-b]pyridazin-4-one